trimethyl-[2-[(2,4,5-trichloropyrrolo[2,3-d]pyrimidin-7-yl)methoxy]ethyl]-silane C[Si](CCOCN1C=C(C2=C1N=C(N=C2Cl)Cl)Cl)(C)C